O=C1NC=NC2=CC=C(C=C12)[S-] 4-Oxo-3,4-dihydroquinazoline-6-thiolate